ON(C(C(=C)C)=O)CCO N-hydroxy-N-hydroxyethylmethacrylamide